OC1=C(C=O)C=C(C=C1C=O)O 2,5-dihydroxyisophthalaldehyde